FC1=CC=C(C=C1)N1C(=NC=2C=NC=3C=CC(=CC3C21)C2=CC=C(C#N)C=C2)C 4-(1-(4-fluorophenyl)-2-methyl-1H-imidazo[4,5-c]quinolin-8-yl)benzonitrile